FC1=CC=C(C=C1)C=1C(C(=NN(C1)CCOC)C(=O)O)=O 5-(4-fluorophenyl)-1-(2-methoxyethyl)-4-oxo-1,4-dihydropyridazine-3-carboxylic acid